CON1N=CC(=C1)C1NCCC1 methoxy-4-(pyrrolidin-2-yl)-1H-pyrazole